2-AMINO-CYCLOPENTANECARBOXYLIC ACID NC1C(CCC1)C(=O)O